C1(CCCCC1)C[C@@H](C(=O)O)N(C)C(=O)OCC1C2=CC=CC=C2C=2C=CC=CC12 (2S)-3-cyclohexyl-2-[9H-fluoren-9-ylmethoxycarbonyl-(methyl)amino]propanoic acid